N-(3-(2-aminoquinazolin-6-yl)-4-fluorophenyl)-5-chloro-2-methoxypyridine-3-sulfonamide NC1=NC2=CC=C(C=C2C=N1)C=1C=C(C=CC1F)NS(=O)(=O)C=1C(=NC=C(C1)Cl)OC